3-(4-phenoxyphenyl)-1H-pyrido[3,4-D]pyrimidine-4-amine O(C1=CC=CC=C1)C1=CC=C(C=C1)N1CNC2=C(C1N)C=CN=C2